7-(4-(4-(2,3-dichlorophenyl)piperazin-1-yl)butoxy)-1-(hydroxymethyl)-3,4-dihydroquinolin-2(1H)-one ClC1=C(C=CC=C1Cl)N1CCN(CC1)CCCCOC1=CC=C2CCC(N(C2=C1)CO)=O